ClC=1C=C2CCC[C@]3(C2=CC1)CN(C1=C(OC3)C=CC(=C1)[C@](C(=O)OC)([C@@H](C(=O)OC(C)(C)C)C)O)CCCCCC=C (2S,3S)-4-TERT-BUTYL 1-METHYL 2-((S)-6'-CHLORO-5-(HEPT-6-EN-1-YL)-3',4,4',5-TETRAHYDRO-2H,2'H-SPIRO[BENZO[B][1,4]OXAZEPINE-3,1'-NAPHTHALEN]-7-YL)-2-HYDROXY-3-METHYLSUCCINATE